OC1=CC=2C(C3=CC=CC=C3C(C2C(=C1)O)=O)=O L-2,4-dihydroxyanthraquinone